N1=CC=C(C=C1)CN1N=C2C3=C(CC4(C2=C1)CCC4)OC(=C3C(F)(F)F)C(=O)NC[C@H]3OCCC3 2'-(Pyridin-4-ylmethyl)-N-[(2S)-tetrahydrofuran-2-ylmethyl]-8'-(trifluoromethyl)-2',5'-dihydrospiro[cyclobutan-1,4'-furo[2,3-g]indazol]-7'-carboxamid